FC1=CC=C2C(N3C(=NC2=C1)C(CCC3)CC(C(=O)OC)C(=O)OC)=O Dimethyl 2-((3-fluoro-11-oxo-6,8,9,11-tetrahydro-7H-pyrido[2,1-b]quinazolin-6-yl)methyl)malonate